t-butyl (2S)-3,3-dimethyl-2-(2,2,2-trifluoroacetamido)butanoate CC([C@@H](C(=O)OC(C)(C)C)NC(C(F)(F)F)=O)(C)C